C1(=CC(=CC=C1)S(=O)(=O)N1CC(CCC1)C=1C=C(OC(C(=O)O)(C)C)C=CC1)C1=CC=CC=C1 2-(3-(1-([1,1'-biphenyl]-3-ylsulfonyl)piperidin-3-yl)phenoxy)-2-methylpropionic acid